CC=1C=C(\C=N\NC2=C3N=CN(C3=NC(=N2)N2CCOCC2)CC(=O)C2=CC(=CC=C2)OC(F)(F)F)C=CC1 (E)-2-(6-(2-(3-methylbenzylidene)hydrazinyl)-2-morpholino-9H-purin-9-yl)-1-(3-(trifluoromethoxy)phenyl)ethan-1-one